6-(7-cyclopropoxyimidazo[1,2-a]pyridin-3-yl)-N-((3S,4S)-4-fluoropyrrolidin-3-yl)pyridin-2-amine C1(CC1)OC1=CC=2N(C=C1)C(=CN2)C2=CC=CC(=N2)N[C@H]2CNC[C@@H]2F